6-chloro-2'-(difluoromethyl)-[3,4'-bipyridine]-2-amine ClC1=CC=C(C(=N1)N)C1=CC(=NC=C1)C(F)F